NC1(CCC1)C1=CC=C(C=C1)C=1C(=CC2=C(OCC(N2CC#N)=O)N1)C1=CC=CC=C1 2-(6-(4-(1-aminocyclobutyl)phenyl)-2-oxo-7-phenyl-2,3-dihydro-1H-pyrido[2,3-b][1,4]oxazin-1-yl)acetonitrile